CC1=C(C(=O)N[C@H](C)C2=CC(=CC(=C2)OCC(F)(F)F)C=2C=NN(C2)C)C=C(C=C1)N1CCN(CC1)C 2-Methyl-5-(4-methylpiperazin-1-yl)-N-[(1R)-1-[3-(1-methylpyrazol-4-yl)-5-(2,2,2-trifluoroethoxy)phenyl]ethyl]benzamide